(S)-N-(3-(2-((2-hydroxyethyl)amino)-6-morpholinopyrimidin-4-yl)-4-methylphenyl)-3-(2,2,2-trifluoroethyl)pyrrolidine-1-carboxamide formate C(=O)O.OCCNC1=NC(=CC(=N1)C=1C=C(C=CC1C)NC(=O)N1C[C@@H](CC1)CC(F)(F)F)N1CCOCC1